4-((5-(3-chlorophenyl)-4-morpholino-7H-pyrrolo[2,3-d]pyrimidin-2-yl)amino)benzonitrile ClC=1C=C(C=CC1)C1=CNC=2N=C(N=C(C21)N2CCOCC2)NC2=CC=C(C#N)C=C2